C(C=C)(=O)N1CCN(CC1)C1=C(C(=NC=2CN(CCC12)C1=C(C=CC=C1)OCOC)OC(CN(C)C)C)C#N 4-(4-acryloylpiperazin-1-yl)-2-((1-(dimethylamino)propan-2-yl)oxy)-7-(2-(methoxymethoxy)phenyl)-5,6,7,8-tetrahydro-1,7-naphthyridine-3-carbonitrile